[Si](C)(C)(C(C)(C)C)O[C@H]1C[C@@H](N(C1)C(=O)OC(C)(C)C)C(=O)OC (2R,4S)-1-tert-butyl 2-methyl 4-((tert-butyldimethylsilyl)oxy)pyrrolidine-1,2-dicarboxylate